ClC1=C(C(=CC=2C(CCCC12)NC=1C=NC(=CC1)[N+](=O)[O-])C#N)OCCCl 4-chloro-3-(2-chloroethoxy)-8-((6-nitropyridin-3-yl)amino)-5,6,7,8-tetrahydronaphthalene-2-carbonitrile